3,4-bis(di-cyclohexylphosphino)-2-ethylthiophene C1(CCCCC1)P(C1=C(SC=C1P(C1CCCCC1)C1CCCCC1)CC)C1CCCCC1